ClC=1C(=C(C=CC1)C(C(F)F)C(C(=O)NC1CC1)N1C(C2=CC=CC=C2C1=O)=O)F (1-(3-chloro-2-fluorophenyl)-2,2-difluoroethyl)-N-cyclopropyl-2-(1,3-dioxoisoindolin-2-yl)acetamide